3-(4-Bromopent-2-ynyl)-6,6,9-trimethyl-6a,7,10,10a-tetrahydrobenzo[c]chromen-1-ol BrC(C#CCC=1C=C(C=2C3C(C(OC2C1)(C)C)CC=C(C3)C)O)C